aminoethylbenzene tert-butyl-(1R,5S,8S)-8-{[1-(propan-2-yl)-5-[2-(trifluoromethoxy)phenoxy]-1H-1,2,4-triazol-3-yl]amino}-3-azabicyclo[3.2.1]octane-3-carboxylate C(C)(C)(C)OC(=O)N1C[C@H]2CC[C@@H](C1)C2NC2=NN(C(=N2)OC2=C(C=CC=C2)OC(F)(F)F)C(C)C.NCCC2=CC=CC=C2